NC1=NC=NN2C1=C(C=C2C=2C=C(C(=C(C(=O)N[C@@H]1CN(C[C@@H]1F)C(=O)C1CC(C1)F)C2)Cl)F)C(F)(F)F 5-[4-amino-5-(trifluoromethyl)pyrrolo[2,1-f][1,2,4]triazin-7-yl]-2-chloro-3-fluoro-N-[(3R,4S)-4-fluoro-1-(3-fluorocyclobutanecarbonyl)pyrrolidin-3-yl]benzamide